ClC1=C(C(=C(C=C1OC)OC)Cl)C1=CC2=C(N=C(N=C2)NC2=C(C=CC=C2C)NC(C=C)=O)C(=N1)NCC N-(2-((6-(2,6-dichloro-3,5-dimethoxyphenyl)-8-(ethylamino)pyrido[3,4-d]pyrimidin-2-yl)amino)-3-methylphenyl)acrylamide